ClC=1C=C(C=C2C=CC(=NC12)NC1=NC=CC(=C1)C1(CC1)C(F)(F)F)F 8-chloro-6-fluoro-N-(4-(1-(trifluoromethyl)cyclopropyl)pyridin-2-yl)quinolin-2-amine